1-(tert-butyl) 2-methyl 6-oxo-5,6-dihydrocyclopenta[b]pyrrole-1,2(4H)-dicarboxylate O=C1CCC2=C1N(C(=C2)C(=O)OC)C(=O)OC(C)(C)C